ethylenepropyleneoxide C1CCC(C)O1